5-hydroxy-2-n-propylbenzofuran-3-carboxylic acid ethyl ester C(C)OC(=O)C1=C(OC2=C1C=C(C=C2)O)CCC